1-(4-(1-methyl-1,2,4-triazol-5-yl)-2-nitrophenyl)piperidine CN1N=CN=C1C1=CC(=C(C=C1)N1CCCCC1)[N+](=O)[O-]